N-(2,2-difluoroethyl)-5-(4-methoxy-1H-pyrrolo[2,3-b]pyridin-3-yl)pyrazolo[1,5-a]pyridine-3-carboxamide FC(CNC(=O)C=1C=NN2C1C=C(C=C2)C2=CNC1=NC=CC(=C12)OC)F